C(C)OS(=O)(=O)[O-].C(C)[NH2+]CCOC(C(=C)C)=O N-ethyl-N-(2-methacryloyloxyethyl)ammonium ethyl-sulfate